1-(tert-butyl)-N-(3-fluoro-4-((1-isopropyl-2-oxo-2,3-dihydro-1H-imidazo[4,5-b]pyridin-7-yl)oxy)phenyl)-5-(trifluoromethyl)-1H-pyrazole-4-carboxamide C(C)(C)(C)N1N=CC(=C1C(F)(F)F)C(=O)NC1=CC(=C(C=C1)OC1=C2C(=NC=C1)NC(N2C(C)C)=O)F